C[N+]1(C[C@H](OCC1)CC(=O)N1CC(C1)OC1=C(C=2O[B-]([C@H]3C[C@H]3C2C=C1)(O)O)C(=O)O)C (2R,4S)-9-[(1-{[(2R)-4,4-dimethylmorpholin-4-ium-2-yl]acetyl}azetidin-3-yl)oxy]-5,5-dihydroxy-6-oxa-5-boranuidatricyclo[5.4.0.02,4]undeca-1(7),8,10-triene-8-carboxylic acid